tert-butyl 2-((4-chloro-2-fluorobenzyl) oxy)-3-(difluoromethyl)-5,8-dihydro-1,7-naphthyridine-7(6H)-carboxylate ClC1=CC(=C(COC2=NC=3CN(CCC3C=C2C(F)F)C(=O)OC(C)(C)C)C=C1)F